F[Si](C(C(C(C(C(F)(F)F)(F)F)(F)F)(F)F)(F)F)(F)F perfluoropentyl-silane